FC(C(=O)O)(F)F.C1=CC=CC=2C3=CC=CC=C3C(C12)COC(=O)N[C@H](C(=O)N1CCN(CC1)C(=O)OCC1=CC=CC=C1)CN benzyl (S)-4-(2-((((9H-fluoren-9-yl)methoxy)carbonyl)amino)-3-aminopropanoyl)piperazine-1-carboxylate 2,2,2-trifluoroacetate